C(=C)C1(C(C=C(C=C1)C=C)C=O)C=O 2,5-divinylbenzene-dicarboxaldehyde